3-methyl-4-phenyl-tricyclo[4.2.1.02,5]non-3,7-diene CC=1C2C3C=CC(C2C1C1=CC=CC=C1)C3